(R)-2-fluoro-4-(4-(4-hydroxy-4-methylpiperidin-1-yl)pyrimidin-2-ylamino)-N-(8-methylisoquinolin-1-yl)-N-(piperidin-3-yl)benzamide FC1=C(C(=O)N([C@H]2CNCCC2)C2=NC=CC3=CC=CC(=C23)C)C=CC(=C1)NC1=NC=CC(=N1)N1CCC(CC1)(C)O